3-(7-((1-(4,5-Dimethylthiophene-3-carbonyl)piperidin-4-yl)oxy)-1-methyl-1H-indazol-3-yl)piperidine-2,6-dione CC=1C(=CSC1C)C(=O)N1CCC(CC1)OC=1C=CC=C2C(=NN(C12)C)C1C(NC(CC1)=O)=O